CC(C#N)(C)C1=C2C(=NC(=C1)N1[C@@H](COCC1)C)C(=NS2)C2=CC(=NN2C2OCCCC2)C 2-methyl-2-(3-(3-methyl-1-(tetrahydro-2H-pyran-2-yl)-1H-pyrazol-5-yl)-5-((R)-3-methylmorpholino)isothiazolo[4,5-b]pyridin-7-yl)propanenitrile